C(C1=CC=CC=C1)OC1=C(C(=CC=C1)C)B(O)O (2-(Benzyloxy)-6-methylphenyl)boronic acid